tert-butyl (S)-(tert-butoxycarbonyl)(8,9-difluoro-6-methylene-5,6-dihydro-4H-pyrrolo[3,2,1-ij]quinolin-5-yl)carbamate C(C)(C)(C)OC(=O)N(C(OC(C)(C)C)=O)[C@@H]1CN2C3=C(C(=C(C=C3C1=C)F)F)C=C2